(3S)-3-[4-(trifluoromethyl)phenyl]morpholin FC(C1=CC=C(C=C1)[C@@H]1NCCOC1)(F)F